N1(B(NBNB1)/C(=C/C(=O)O)/C(=O)O)/C(=C/C(=O)O)/C(=O)O borazinedimaleic acid